C1C(CC2=CC=CC=C12)NC(=O)C1=NC=CN=C1NC(=O)N N-(2,3-dihydro-1H-inden-2-yl)-3-ureidopyrazine-2-carboxamide